CC12N(C(N(C(C2=NC=N1)=O)C)=O)C trimethylpurine-2,6-dione